6-methoxy-8-(spiro[2.5]oct-5-en-6-yl)quinoline-3-carboxylic acid COC=1C=C2C=C(C=NC2=C(C1)C1=CCC2(CC2)CC1)C(=O)O